2-{3-[1-(propan-2-yl)-1H-1,2,3-benzotriazol-5-yl]-1,2,4-thiadiazol-5-yl}phenol CC(C)N1N=NC2=C1C=CC(=C2)C2=NSC(=N2)C2=C(C=CC=C2)O